BrC1=CC(=CC(=N1)N[C@H](COCC(=O)OCC)CC)CO[Si](C1=CC=CC=C1)(C1=CC=CC=C1)C(C)(C)C ethyl (S)-2-(2-((6-bromo-4-(((tert-butyldiphenylsilyl)oxy)methyl)pyridin-2-yl)amino)butoxy)acetate